ClC1=CC=C(C=C1)[C@@H](CNC(OC(C)(C)C)=O)C(=O)N1CCN(CC1)C=1C2=C(N=CN1)CC[C@H]2C tert-butyl ((S)-2-(4-chlorophenyl)-3-(4-((R)-5-methyl-6,7-dihydro-5H-cyclopenta[d]pyrimidin-4-yl)piperazin-1-yl)-3-oxopropyl)carbamate